C(OC1=CC=C(C=C1)C(C)(C1=CC=CC=C1)C)(OC1=CC=C(C=C1)C(C)(C1=CC=CC=C1)C)=O Di-[4-(1-methyl-1-phenylethyl)phenyl] carbonate